4-chloro-1-(p-tolylsulfonyl)-3-[(2S)-2-(1,1-difluoroethyl)-4,4-difluoro-pyrrolidin-1-yl]indazole ClC1=C2C(=NN(C2=CC=C1)S(=O)(=O)C1=CC=C(C=C1)C)N1[C@@H](CC(C1)(F)F)C(C)(F)F